N[C@@H]1C[C@H](CC12CCN(CC2)C2=C(N=C1C(=N2)NN=C1C1=C(C2=C(N(N=C2C=C1)C)Cl)Cl)CO)F {6-[(1R,3S)-1-amino-3-fluoro-8-azaspiro[4.5]decan-8-yl]-3-(3,4-dichloro-2-methyl-2H-indazol-5-yl)-1H-pyrazolo[3,4-b]pyrazin-5-yl}methanol